2,4-dichloro-5-(2-chloro-5-fluorophenyl)-5-hydroxy-6-[(4-methoxyphenyl)methyl]-6,7-dihydro-5H-pyrrolo[4,3-b]pyridin-7-one ClC1=CC(=C2C(=N1)C(N(C2(O)C2=C(C=CC(=C2)F)Cl)CC2=CC=C(C=C2)OC)=O)Cl